(E)-4-(4-fluorobutoxy)-6-(4-fluorostyryl)-2-hydroxy-3-(3-methylbut-2-en-1-yl)benzoic acid FCCCCOC1=C(C(=C(C(=O)O)C(=C1)\C=C\C1=CC=C(C=C1)F)O)CC=C(C)C